C(C)N[C@H](C)C1=CC(=CC=C1)B1OC(C(O1)(C)C)(C)C (R)-N-ethyl-1-(3-(4,4,5,5-tetramethyl-1,3,2-dioxaborolan-2-yl)phenyl)ethan-1-amine